CC1(OC2=CC=C(C=C2CC1)C(C)=O)C 1-(2,2-dimethylchroman-6-yl)ethanone